C1(CCCCC1)N1CCN(C2=CC=CC=C12)C(=O)N1CCN(CC1)C (4-cyclohexyl-3,4-dihydroquinoxalin-1(2H)-yl)(4-methylpiperazin-1-yl)methanone